(S)-7-(2-((2-cyclopropyl-4-(3-methylpiperazin-1-yl)phenyl)amino)-5-(trifluoromethyl)pyrimidin-4-yl)-4-methyl-3,4-dihydrothieno[2,3-f][1,4]thiazepin-5(2H)-one 1,1-dioxide C1(CC1)C1=C(C=CC(=C1)N1C[C@@H](NCC1)C)NC1=NC=C(C(=N1)C1=CC2=C(C(N(CCS2(=O)=O)C)=O)S1)C(F)(F)F